BrC1=CC(=C2C(=NC=NN21)N)CN2CC(C2)F 7-Bromo-5-((3-fluoroazetidin-1-yl)methyl)pyrrolo[2,1-f][1,2,4]triazin-4-amine